C(C)(C)OC(NC1=CC(=C(C(=C1)C(F)F)F)[C@@H](C)NC=1C2=C(N=C(N1)C)C=NC(=C2)N2CC1NC(C2)C1)=O (3-((1R)-1-((6-(3,6-diazabicyclo[3.1.1]heptan-3-yl)-2-methylpyrido[3,4-d]pyrimidin-4-yl)amino)ethyl)-5-(difluoromethyl)-4-fluorophenyl)carbamic acid isopropyl ester